(4-methoxy-3-(3-(piperazin-1-yl)propoxy)phenyl)quinoline-4-carboxamide, 2,2,2-trifluoroacetate salt FC(C(=O)O)(F)F.COC1=C(C=C(C=C1)C1=NC2=CC=CC=C2C(=C1)C(=O)N)OCCCN1CCNCC1